ClC=1C=C2C(=CC=NC2=CC1OC)N1CCC(CC1)CC[SH2](=O)C=N {2-[1-(6-chloro-7-methoxyquinolin-4-yl)piperidin-4-yl]ethyl}(imino)methyl-λ6-sulfanone